6-(4-bromophenyl)-4-(1-(3-methoxyphenyl)ethyl)-4,6-diazaspiro[2.4]heptan-5-one BrC1=CC=C(C=C1)N1C(N(C2(CC2)C1)C(C)C1=CC(=CC=C1)OC)=O